N-{[6-(2-amino-3-phenylpropyl)imidazo[1,2-a]pyridin-2-yl]methyl}-4-oxo-4H-pyrido[1,2-a]pyrimidine-2-carboxamide NC(CC=1C=CC=2N(C1)C=C(N2)CNC(=O)C=2N=C1N(C(C2)=O)C=CC=C1)CC1=CC=CC=C1